C(C)(C)(C)OC(=O)NCCC(C(=O)OC)O methyl 4-((tert-butoxycarbonyl) amino)-2-hydroxybutyrate